ClC1=C(C=C(C=C1)NC(CSC=1NC=C(N1)C(=O)O)=O)OC 2-((2-((4-chloro-3-methoxyphenyl)amino)-2-oxoethyl)thio)-1H-imidazole-4-carboxylic acid